3-[2-[2-[[2-(2,6-dioxo-3-piperidyl)-1,3-dioxo-isoindolin-4-yl]amino]ethoxy]ethoxy]propanoic acid O=C1NC(CCC1N1C(C2=CC=CC(=C2C1=O)NCCOCCOCCC(=O)O)=O)=O